O=C1N(CCCC1)C1CN(CCC1)C(=O)N 2-oxo-[1,3'-bipiperidine]-1'-carboxamide